FC(C(C(C(C(F)(F)F)(F)F)(F)CCCC(=O)CCCC(C(C(F)(F)F)(F)C(F)(F)F)(C(C(F)(F)F)(F)F)F)(C(F)(F)F)F)(F)F 3-(1,1,1,2,3,4,4,5,5,5-decafluoro-2-trifluoromethyl-pentyl)propylketone